P1C=CC=C1 phosphorole